R-(+)-α-methyl-benzyl-amine C[C@H](C1=CC=CC=C1)N